C(#N)C1=CC(=C(C=C1)C(C(=O)N)C1=C(C=CC=2N1C=NC2)C2=CC=CC=C2)CO (4-cyano-2-(hydroxymethyl)phenyl)-2-(6-phenylimidazo[1,5-a]pyridin-5-yl)acetamide